CC(CC(=O)OC(COC(CCCCCCCCCCCCCCC)=O)COC(CCCCCCCCCCCCCCC)=O)CC(=O)OC(C)OC(=O)Cl 1-(1,3-bis(palmitoyloxy)propan-2-yl) 5-(1-((chlorocarbonyl)oxy)ethyl) 3-methylpentanedioate